3-Oxooctahydrocyclopenta[c]pyrrole-1-carboxylic acid O=C1C2C(C(N1)C(=O)O)CCC2